N-((3-chloro-4-fluorophenyl)(5-methyl-4-(methylsulfonyl)-1H-imidazol-2-yl)methyl)-6-methyl-5-(trifluoromethyl)pyrazin-2-amine ClC=1C=C(C=CC1F)C(NC1=NC(=C(N=C1)C(F)(F)F)C)C=1NC(=C(N1)S(=O)(=O)C)C